(R)-diphenyl-(pyrrolidine-2-yl)methanol C1(=CC=CC=C1)C(O)([C@@H]1NCCC1)C1=CC=CC=C1